8-(3-Chloro-2-methylphenyl)-9-(4-((1-(3,3-difluoropropyl)azetidin-3-ylidene)methyl)phenyl)-6,7-dihydro-5H-benzo[7]annulen-3-yl pivalate C(C(C)(C)C)(=O)OC1=CC2=C(C(=C(CCC2)C2=C(C(=CC=C2)Cl)C)C2=CC=C(C=C2)C=C2CN(C2)CCC(F)F)C=C1